3-[5-(6-aminohexyl)-3-methyl-2-oxo-1,3-benzodiazol-1-yl]piperidine-2,6-dione hydrochloride Cl.NCCCCCCC1=CC2=C(N(C(N2C)=O)C2C(NC(CC2)=O)=O)C=C1